NC1=C2N=C(N(C2=NC=N1)CCCNS(=O)(=O)CC(C)C)SC1=CC2=C(OCO2)C=C1C1=NNC=C1 2-Methyl-propane-1-sulfonic acid (3-{6-amino-8-[6-(1H-pyrazol-3-yl)-benzo[1,3]dioxol-5-ylsulfanyl]-purin-9-yl}-propyl)-amide